N-(3-(dimethylamino)propyl)-6-(4-(4-fluorophenyl)-4-hydroxypiperidin-1-yl)pyrazine-2-carboxamide CN(CCCNC(=O)C1=NC(=CN=C1)N1CCC(CC1)(O)C1=CC=C(C=C1)F)C